tert-butyl-3,6-diazabicyclo[3.1.1]heptane-6-carboxylic acid C(C)(C)(C)C12CNCC(N1C(=O)O)C2